(S)-N-(5-(2-(2-aminopyridin-3-yl)-5-(2H-1,2,3-triazol-2-yl)-3H-imidazo[4,5-b]pyridin-3-yl)-2,3-dihydro-1H-inden-1-yl)nicotinamide NC1=NC=CC=C1C1=NC=2C(=NC(=CC2)N2N=CC=N2)N1C=1C=C2CC[C@@H](C2=CC1)NC(C1=CN=CC=C1)=O